N1C(NCCC1)=O tetrahydro-2(1H)-pyrimidinone